C(=C)OB([O-])[O-] (E)-vinylborate